O[C@H](CON=C1CN(C1)C1=CC(=C2C(C(=CN(C2=N1)C1=NC=NS1)C(=O)O)=O)C)CO 7-(3-{[(2S)-2,3-dihydroxypropoxy]imino}azetidin-1-yl)-5-methyl-4-oxo-1-(1,2,4-thiadiazol-5-yl)-1,4-dihydro-1,8-naphthyridine-3-carboxylic acid